methyl 8-amino-5-(benzyloxy)-2-(3-chlorophenyl)-1,7-naphthyridine-6-carboxylate NC=1N=C(C(=C2C=CC(=NC12)C1=CC(=CC=C1)Cl)OCC1=CC=CC=C1)C(=O)OC